[Si](C1=CC=CC=C1)(C1=CC=CC=C1)(C(C)(C)C)OC[C@@H]1CC2C(C2CCN1C(=O)OC(C)(C)C)(F)F tert-Butyl (3S)-3-(((tert-butyldiphenylsilyl)oxy)methyl)-8,8-difluoro-4-azabicyclo[5.1.0]octane-4-carboxylate